FC1=C(C=C(CC2=NNC(C3=CC=CC=C23)=O)C=C1)C(=O)N1CC=2N(CC1)C=NN2 4-(4-Fluoro-3-(5,6,7,8-tetrahydro-[1,2,4]triazolo[4,3-a]pyrazine-7-carbonyl)benzyl)phthalazin-1(2H)-one